C(C=CCCCCCCCC)(=O)[O-].[Sn+2].C(C=CCCCCCCCC)(=O)[O-] stannous undecenoate